CN(C1CC(C1)C(=O)N)C=1C2=C(N=CN1)N(C=C2)S(=O)(=O)C2=CC=C(C)C=C2 (1s,3s)-3-(methyl-(7-tosyl-7H-pyrrolo[2,3-d]pyrimidin-4-yl)amino)cyclobutane-1-carboxamide